1-(2-(piperidin-1-yl)ethyl)-3-(2-(1-tosyl-1H-pyrazol-3-yl)phenyl)urea N1(CCCCC1)CCNC(=O)NC1=C(C=CC=C1)C1=NN(C=C1)S(=O)(=O)C1=CC=C(C)C=C1